N-(5-cyclopropyl-3-(oxetan-3-ylamino)pyridine-2-carbonyl)amino-(5R)-(morpholine-N-carbonyl)-piperidine C1(CC1)C=1C=C(C(=NC1)C(=O)NN1C(CCCC1)C(=O)N1CCOCC1)NC1COC1